ClC1=CC=C(C=C1)[C@H]1N=C(N([C@H]1C1=CC=C(C=C1)Cl)C(=O)N1CC(NCC1)=O)C1=C(C=C(C=C1)OC)OC(C)C 4-((4R,5S)-4,5-Bis(4-chlorophenyl)-2-(2-isopropoxy-4-methoxyphenyl)-4,5-dihydro-1H-imidazole-1-carbonyl)piperazin-2-one